N-(3-chlorophenyl)-5-methoxy-1H-benzimidazole-2-carboxamide ClC=1C=C(C=CC1)NC(=O)C1=NC2=C(N1)C=CC(=C2)OC